C(OCC1=NN2C(C(CCC2)C(F)F)=C1)(OC1=CC=C(C=C1)[N+](=O)[O-])=O [4-(difluoromethyl)-4,5,6,7-tetrahydropyrazolo[1,5-a]pyridin-2-yl]methyl (4-nitrophenyl) carbonate